[2-(3-Ethylsulfonyl-6-pyrimidin-2-yl-2-pyridyl)-1,3-benzoxazol-5-yl]iminooxo(trifluoromethyl)-λ6-sulfan C(C)S(=O)(=O)C=1C(=NC(=CC1)C1=NC=CC=N1)C=1OC2=C(N1)C=C(C=C2)N=S(C(F)(F)F)=O